Cl.Cl.N1CC(C1)N1C=NC=C1 1-(azetidin-3-yl)imidazole dihydrochloride